4-((4-(2-((TERT-BUTYLDIPHENYLSILYL)OXY)ETHYL)PIPERAZIN-1-YL)METHYL)-3-(TRIFLUOROMETHYL)ANILINE [Si](C1=CC=CC=C1)(C1=CC=CC=C1)(C(C)(C)C)OCCN1CCN(CC1)CC1=C(C=C(N)C=C1)C(F)(F)F